[Cl-].C(CCCCCCCCCCC)[N+](C(C(C)O)O)(C)C dodecyl-dimethyl-1,2-dihydroxypropyl-ammonium chloride